COCCC=1C=CC(=C2NC=C(CCN(C)C)C12)C 4-(2-methoxyethyl)-7-methyl-N,N-dimethyltryptamine